BrC=1C(=C(C=O)C=CC1)C1CCOCC1 bromo-2-(tetrahydro-2H-pyran-4-yl)benzaldehyde